FC(OC=1C=C(OC2=NC=C(C=N2)C=2C=C(C=NC2)NC2CN(C2)C(=O)OC(C)(C)C)C=CC1)(F)F tert-butyl 3-[[5-[2-[3-(trifluoromethoxy)phenoxy] pyrimidin-5-yl]-3-pyridyl]amino]azetidine-1-carboxylate